racemic-((1R,2S)-2-(((tert-butyldiphenylsilyl)oxy)methyl)cyclopropyl)methanol [Si](C1=CC=CC=C1)(C1=CC=CC=C1)(C(C)(C)C)OC[C@@H]1[C@@H](C1)CO |r|